CS(=O)(=O)OCC1(CN(C1)C1=NC=C(C=C1F)C1=NN(C2=CC=C(C=C12)O[C@H](C)C1=C(C=NC=C1Cl)Cl)C1OCCCC1)NC(=O)OC(C)(C)C [3-(tert-butoxycarbonylamino)-1-[5-[5-[(1R)-1-(3,5-dichloro-4-pyridyl)ethoxy]-1-tetrahydropyran-2-yl-indazol-3-yl]-3-fluoro-2-pyridyl]azetidin-3-yl]methyl methanesulfonate